C(#N)C(=NNC1=CC=C(C=C1)C=1C=C2C=CN(C2=CC1)C(=O)OC(C)(C)C)C#N tert-butyl 5-(4-(2-(dicyanomethylene) hydrazino) phenyl)-1H-indol-1-yl-carboxylate